Cl.NC1CC(NC1)=O 4-aminopyrrolidin-2-one hydrochloride